FC=1C(=C(C=CC1)[C@H]([C@H]1[C@@H]2N(C(C=3N1N=CC(C3O)=O)=O)CCC2)C2=CC=C(C=C2)F)C (9aR,10S)-10-((R)-(3-fluoro-2-methylphenyl)(4-fluorophenyl)methyl)-4-hydroxy-8,9,9a,10-tetrahydro-7H-pyrrolo[1',2':4,5]pyrazino[1,2-b]pyridazine-3,5-dione